4-amino-7-oxopyrido[2,3-d]pyrimidin-2(1H)-carbonitrile NC1=C2C(NC(=N1)C#N)=NC(C=C2)=O